(S)-4-(cyclopentyloxy)-N-(7-((3-hydroxyoxetan-3-yl)ethynyl)-5-methyl-4-oxo-2,3,4,5-tetrahydrobenzo[b][1,4]oxazepin-3-yl)picolinamide C1(CCCC1)OC1=CC(=NC=C1)C(=O)N[C@@H]1C(N(C2=C(OC1)C=CC(=C2)C#CC2(COC2)O)C)=O